FC=1C=C(C=CC1)C(CNC1(CC1)C)O 1-(3-Fluorophenyl)-2-((1-methylcyclopropyl)amino)ethan-1-ol